(4-methylsulfanylpyrimidin-2-yl)hydrazine CSC1=NC(=NC=C1)NN